4-{(1R,2R)-2-[3-(3-methylphenyl)-1,2,4-oxadiazol-5-yl]cyclopropyl}benzenesulfonamide CC=1C=C(C=CC1)C1=NOC(=N1)[C@H]1[C@@H](C1)C1=CC=C(C=C1)S(=O)(=O)N